[I-].C1=CC=CC2=CC3=CC=CC=C3C(=C12)C1=CC=C(N1)C[N+](C)(C)C 1-(5-(anthracen-9-yl)-1H-pyrrol-2-yl)-N,N,N-trimethylmethanaminium iodide